The molecule is a prostanoid that is prostaglandin E2 having inverted stereochemistry at the 8-position. It has a role as a rat metabolite, a bronchoconstrictor agent, a vasoconstrictor agent and a human metabolite. It is a cyclic ketone, a secondary alcohol, a prostanoid and a diol. It derives from a prostaglandin E2. CCCCC[C@@H](/C=C/[C@H]1[C@@H](CC(=O)[C@H]1C/C=C\\CCCC(=O)O)O)O